7-((3S,4R)-4-ethyltetrahydrofuran-3-yl)-2-(methylsulfonyl)-7H-pyrrolo[2,3-d]pyrimidine-6-carbonitrile C(C)[C@@H]1[C@@H](COC1)N1C(=CC2=C1N=C(N=C2)S(=O)(=O)C)C#N